CC1=C(C(=C(C1(C)[Hf]C1(C=CC2=CC=3CC(CC3C=C12)(C)C)CC(C)C)C)C)C (pentamethylcyclopentadienyl)(1-isobutyl-6,6-dimethyl-1,5,6,7-tetrahydro-s-indacenyl)hafnium